N-bis(tert-butyldimethylsilyl)vinylaniline oxygen Sodium salt [Na].[O].[Si](C)(C)(C(C)(C)C)C(=CNC1=CC=CC=C1)[Si](C)(C)C(C)(C)C